CC1=CC=2N(C=C1C1=NC(=CC(=N1)N1CCN(CC1)C(C)C1=CC=CC=C1)C(F)(F)F)C=CN2 7-METHYL-6-[4-[4-(1-PHENYLETHYL)PIPERAZIN-1-YL]-6-(TRIFLUOROMETHYL)PYRIMIDIN-2-YL]IMIDAZO[1,2-A]PYRIDINE